1-[[2-(trifluoromethyl)phenyl]methyl]-1h,4h,5h,6h,7h-pyrazolo[4,3-c]pyridine-3-carboxylic acid FC(C1=C(C=CC=C1)CN1N=C(C=2CNCCC21)C(=O)O)(F)F